O=C1NC(CCC1N1C(C2=CC=C(C(=C2C1)C)CNC(OC(C)(C)C)=O)=O)=O tert-butyl N-{[2-(2,6-dioxopiperidin-3-yl)-4-methyl-1-oxo-2,3-dihydro-1H-isoindol-5-yl]methyl}carbamate